butyl (R)-3-((2-((1-(4-amino-7-(4-carbamoyl-3-fluorophenyl)pyrrolo[2,1-f][1,2,4]triazin-5-yl)piperidin-3-yl)carbamoyl)-5-cyclopropylthiophen-3-yl)oxy)azetidine-1-carboxylate NC1=NC=NN2C1=C(C=C2C2=CC(=C(C=C2)C(N)=O)F)N2C[C@@H](CCC2)NC(=O)C=2SC(=CC2OC2CN(C2)C(=O)OCCCC)C2CC2